2,6-diethyl-naphthalenedicarboxylic acid diethyl ester C(C)OC(=O)C1C(C=CC2=CC(=CC=C12)CC)(C(=O)OCC)CC